FC=1C(=NC(=CC1)S(=O)(=O)C)CCN 2-[3-fluoro-6-(methylsulfonyl)pyridine-2-yl]ethan-1-amine